2-ethyl 8-(2-methoxyethyl) (1S,2S,5R)-3-(piperazin-1-ylsulfonyl)-3,8-diazabicyclo[3.2.1]octane-2,8-dicarboxylate N1(CCNCC1)S(=O)(=O)N1[C@@H]([C@@H]2CC[C@H](C1)N2C(=O)OCCOC)C(=O)OCC